C(C)(=O)N1CCN(CC1)C1=CC=NC=2N(C(N(C(C21)=O)CC(=O)NCC=2OC=CC2)=O)C 5-(4-Acetyl-1-piperazinyl)-N-(2-furanylmethyl)-1,4-dihydro-1-methyl-2,4-dioxopyrido[2,3-d]pyrimidine-3(2H)-acetamide